COC1=C(C=CC(=C1)OC)CNC1=CN=C(N(C1=O)CC(=O)N)C1=CC=CC=C1 2-[5-[(2,4-dimethoxyphenyl)methylamino]-6-oxo-2-phenyl-pyrimidin-1-yl]acetamide